COC1=C(C=C(C=C1)C)CNC(=O)C1CCN(CC1)C(=O)C1=NNC(=C1)C1=CC=NC=C1 N-[(2-methoxy-5-methylphenyl)methyl]-1-[5-(pyridin-4-yl)-1H-pyrazole-3-carbonyl]piperidine-4-carboxamide